hexahydro-2-ethylanthracene C(C)C1CC2=CC3=CC=CC=C3CC2CC1